CC1(C(C2=CC(=CC=C2C1)C)=O)C(=O)OCC ethyl 2,6-dimethyl-1-oxo-indane-2-carboxylate